2-amino-3-(((tert-butyldimethylsilyl)oxy)methyl)-N-(cyclopropylmethyl)-7-fluoro-N-(7-(trifluoromethyl)isochroman-4-yl)quinoline-6-carboxamide NC1=NC2=CC(=C(C=C2C=C1CO[Si](C)(C)C(C)(C)C)C(=O)N(C1COCC2=CC(=CC=C12)C(F)(F)F)CC1CC1)F